CN(/C=C/C(C(=O)OCC)=O)C Ethyl (E)-4-(dimethylamino)-2-oxo-but-3-enoate